Ammonium persulfate sodium potassium [K+].[Na+].S(=O)(=O)([O-])OOS(=O)(=O)[O-].[NH4+]